N'-(tert-butyl-dimethyl-silyl)-4-fluoro-5-(2-hydroxypropan-2-yl)thiophene-2-sulfonimidamide C(C)(C)(C)[Si](N=S(=O)(N)C=1SC(=C(C1)F)C(C)(C)O)(C)C